7-phenyl-4-propyl-1-thioxo-2,4-dihydrothieno[2,3-e][1,2,4]triazolo[4,3-a]pyrimidin-5(1H)-one C1(=CC=CC=C1)C1=CC2=C(C(N(C=3N2C(NN3)=S)CCC)=O)S1